C1(CC1)C1=CC(=NN1CCC)NC(=O)C1CN(C1)C1=CC(=C2C(C(=CN(C2=N1)C1=NC=NS1)C(=O)O)=O)C 7-{3-[(5-cyclopropyl-1-propyl-1H-pyrazol-3-yl)carbamoyl]azetidin-1-yl}-5-methyl-4-oxo-1-(1,2,4-thiadiazol-5-yl)-1,4-dihydro-1,8-naphthyridine-3-carboxylic acid